C[C@H]1[C@H]2CC[C@H]3[C@]([C@@H]2[C@@H](C=C1C=C)O)(CCCC3(C)C)C The molecule is a diterpenoid that is the 11alpha-hydroxy-derivative of ent-cassa-12,15-diene. It is a diterpenoid and a secondary alcohol. It derives from a hydride of an ent-cassa-12,15-diene.